C(CCCCCCCCC)OCOCCCC(CC(C)[Li])C 6-decyloxymethoxy-1,3-dimethylhexyllithium